FC(C=1N=C2N(C=CC3=CC(=CC=C23)CO)C1)(F)F (2-(trifluoromethyl)imidazo[2,1-a]isoquinolin-8-yl)methanol